Methyl 2-((5-hydroxypentyl)oxy)acetate OCCCCCOCC(=O)OC